CO[C@H]1[C@@H](CC1)NC(=O)C=1C=NN2C1N=C(C=C2NC)NC2=CC=C1COCC3(N1C2=O)CCC3 N-((1R,2R)-2-methoxycyclobutyl)-7-(methylamino)-5-((6'-oxo-1',6'-dihydro-3'H-spiro[cyclobutane-1,4'-pyrido[2,1-c][1,4]oxazin]-7'-yl)amino)pyrazolo[1,5-a]pyrimidine-3-carboxamide